methyl (1R,2S,5S)-3-[(2S)-2-(benzyloxycarbonylamino)-3,3-dimethyl-butanoyl]-6,6-dimethyl-3-azabicyclo[3.1.0]hexane-2-carboxylate C(C1=CC=CC=C1)OC(=O)N[C@H](C(=O)N1[C@@H]([C@H]2C([C@H]2C1)(C)C)C(=O)OC)C(C)(C)C